ClC1=CC=C(CN2CC(N(C3(CN(C3)C(=O)NC)C2=O)CC2=CC=C(C=C2)C(F)(F)F)=O)C=C1 8-(4-chlorobenzyl)-N-methyl-6,9-dioxo-5-(4-(trifluoromethyl)benzyl)-2,5,8-triazaspiro[3.5]-nonane-2-carboxamide